3-(1-Methyl-cyclopropyl)-[1,2,4]oxadiazole-5-carboxylic acid {6-[2-(1-isopropyl-5-methyl-1H-pyrazol-4-yl)-3H-imidazo[4,5-b]pyridin-7-yl]-1,2,3,4-tetrahydro-naphthalen-1-yl}-amide C(C)(C)N1N=CC(=C1C)C1=NC=2C(=NC=CC2C=2C=C3CCCC(C3=CC2)NC(=O)C2=NC(=NO2)C2(CC2)C)N1